8-amino-N-[4-(cyclopentylcarbamoyl)phenyl]-4,4-dimethyl-4,5-dihydro-1H-pyrazolo[4,3-H]quinazoline-3-carboxamide NC1=NC=2C3=C(C(CC2C=N1)(C)C)C(=NN3)C(=O)NC3=CC=C(C=C3)C(NC3CCCC3)=O